(7S)-7,8-Difluoro-N-(2-(piperidin-1-yl)-4-((4-(trifluoromethyl)benzyl)amino)phenyl)octanamid F[C@@H](CCCCCC(=O)NC1=C(C=C(C=C1)NCC1=CC=C(C=C1)C(F)(F)F)N1CCCCC1)CF